4-(6-(6-((6-fluoropyridin-3-yl)methyl)-3,6-diazabicyclo[3.1.1]heptan-3-yl)pyridin-3-yl)-6-(2-hydroxy-2-methylpropoxy)pyrazolo[1,5-a]pyridine-3-carbonitrile FC1=CC=C(C=N1)CN1C2CN(CC1C2)C2=CC=C(C=N2)C=2C=1N(C=C(C2)OCC(C)(C)O)N=CC1C#N